6-(2,2-difluoroethylamino)-N-[(1S,2S)-2-[(4-fluorophenoxy)methyl]cyclopentyl]-3-(triazol-2-yl)pyridine-2-carboxamide FC(CNC1=CC=C(C(=N1)C(=O)N[C@@H]1[C@H](CCC1)COC1=CC=C(C=C1)F)N1N=CC=N1)F